5-[[4-[[(2R)-2-guanidinopropanoyl]amino]phenyl]sulfonylamino]thiazole-4-carboxylic acid N(C(=N)N)[C@@H](C(=O)NC1=CC=C(C=C1)S(=O)(=O)NC1=C(N=CS1)C(=O)O)C